C(C1=CC=CC=C1)OCC1=NN(C(N1CC)=O)C1=CC(=C(C(=O)N(CC=C(C)C)C2=C(C=CC=C2F)Cl)C=C1F)I 4-(3-((Benzyloxy)methyl)-4-ethyl-5-oxo-4,5-dihydro-1H-1,2,4-triazol-1-yl)-N-(2-chloro-6-fluorophenyl)-5-fluoro-2-iodo-N-(3-methylbut-2-en-1-yl)benzamide